C(C)(=O)NCCN1C(NC2=C1C=CC(=C2)CN2CC1(CCN(C1)C1=NC=NC=C1OC1=C(C(=O)N(C)C(C)C)C=C(C=C1)F)CC2)=O 2-((4-(7-((1-(2-acetamidoethyl)-2-oxo-2,3-dihydro-1H-benzo[d]imidazol-5-yl)methyl)-2,7-diazaspiro[4.4]non-2-yl)pyrimidin-5-yl)oxy)-5-fluoro-N-isopropyl-N-methylbenzamide